IC1=C2N=CC=NC2=CC=C1O 5-iodo-quinoxalin-6-ol